5-(2-(5-ethyl-2-p-tolyloxazol-4-yl)ethoxy)-2,3-dihydro-1H-inden C(C)C1=C(N=C(O1)C1=CC=C(C=C1)C)CCOC=1C=C2CCCC2=CC1